4-chloro-6-(pyrazin-2-yl)pyrimidine ClC1=NC=NC(=C1)C1=NC=CN=C1